COC=1C=C2N(CCN(C2=CC1)C(=O)OC(C)(C)C)C(C=CC=1SC=CC1)=O tert-butyl 6-methoxy-4-[1-oxo-3-(thiophen-2-yl) prop-2-enyl]-1,2,3,4-tetrahydroquinoxaline-1-carboxylate